C(C)(C)(C)[S@@](=O)N[C@@H]1C2=CC(=CC=C2CC12CCN(CC2)C(=O)OC(C)(C)C)C#C[Si](C)(C)C Tert-butyl (S)-1-(((R)-tert-butylsulfinyl) amino)-6-((trimethylsilyl) ethynyl)-1,3-dihydrospiro[indene-2,4'-piperidine]-1'-carboxylate